3-silapentadecan-15-oic acid undecyl ester C(CCCCCCCCCC)OC(CCCCCCCCCCC[SiH2]CC)=O